C(C)C(CC(C(CCCC)CC)P(O)(O)=O)CCCC.C(C)C(COP(O)(=O)CC(CCCC)CC)CCCC (2-ethylhexyl)phosphonic acid mono-2-ethylhexyl ester (mono-2-ethylhexyl (2-ethylhexyl) phosphonate)